tert-Butyl N-[4-cyano-2-isopropyl-5-[4-[2-oxo-2-[(3-spiro[2.3]hexan-2-ylisoxazol-5-yl)amino]ethyl]phenyl] pyrazol-3-yl]carbamate C(#N)C1=C(N(N=C1C1=CC=C(C=C1)CC(NC1=CC(=NO1)C1CC12CCC2)=O)C(C)C)NC(OC(C)(C)C)=O